COC1=C(C=C2C(=NC=NC2=C1)N1CCC(CC1)C(C[N-]S[NH-])C)OCOC N-(2-(1-(7-methoxy-6-(methoxymethoxy)quinazolin-4-yl)piperidin-4-yl)propyl)thiodiamide